C(CC(=O)O)C(=O)C(C(=O)O)N The molecule is a 1,6-dicarboxylic acid compound having an amino substituent at the 2-position and an oxo substituent at the 3-position. It has a role as a human metabolite and a mouse metabolite. It is an amino dicarboxylic acid and an oxo dicarboxylic acid. It derives from an adipic acid.